ClC1=C(C=CC(=C1)Cl)C1=NC=NC=C1N1C=NC=C1 4-(2,4-dichlorophenyl)-5-(1H-imidazol-1-yl)pyrimidine